CC=1N(C=CC1)CC1=CC(=NC=C1)Br methyl-1-((2-bromopyridin-4-yl)methyl)-1H-pyrrole